4-amino-N'-methyl-N'-(pyrimidin-2-yl)-3-(4,4,5,5-tetramethyl-1,3,2-dioxaborolan-2-yl)-N-(4-(trifluoromethyl)benzyl)benzohydrazide NC1=C(C=C(C(=O)N(N(C2=NC=CC=N2)C)CC2=CC=C(C=C2)C(F)(F)F)C=C1)B1OC(C(O1)(C)C)(C)C